C(C)(C)(C)OC(=O)N[C@@H](C)C(=O)O[C@@H]1CN(CC[C@@H]1C=1C(=CC(=C2C(C=C(OC12)C1=C(C=CC=C1)Cl)=O)O)O)C (3S,4R)-4-(2-(2-chlorophenyl)-5,7-dihydroxy-4-oxo-4H-chromen-8-yl)-1-methylpiperidin-3-yl (tert-butoxycarbonyl)-L-alaninate